NC=1N=C2N(C=C(C=C2)C=2C(=C3C(=NC2)NC=C3)Cl)C1C(=O)C1CNC1 (2-amino-6-(4-chloro-1H-pyrrolo[2,3-b]pyridin-5-yl)imidazo[1,2-a]pyridin-3-yl)(azetidin-3-yl)methanone